[(3R,9aS)-3-Hydroxy-3-[2-methyl-6-(trifluoromethyl)-3-pyridyl]-1,4,6,7,9,9a-hexahydropyrazino[2,1-c][1,4]oxazin-8-yl]-(2-chloro-3-methoxyphenyl)methanon O[C@]1(CN2[C@H](CO1)CN(CC2)C(=O)C2=C(C(=CC=C2)OC)Cl)C=2C(=NC(=CC2)C(F)(F)F)C